C(CCCCC(=O)[O-])(=O)OCC(COC(CC(CC)=O)=O)(C)C [2,2-dimethyl-3-(3-oxopentanoyloxy)propyl] hexanedioate